(S)-METHYL 4-METHYL-4-SULFAMOYLOCT-7-ENOATE C[C@@](CCC(=O)OC)(CCC=C)S(N)(=O)=O